(2RS)-1-chloro-3-phenylpropan-2-amine ClC[C@@H](CC1=CC=CC=C1)N |r|